(1-(1-(6,7-dimethoxyquinazolin-4-yl)piperidin-4-yl)cyclopropyl)methylamine COC=1C=C2C(=NC=NC2=CC1OC)N1CCC(CC1)C1(CC1)CN